8-nitro-1,2,4a,5-tetrahydro-4H-benzo[b][1,4]oxazino[4,3-d][1,4]oxazine [N+](=O)([O-])C=1C=CC2=C(OCC3N2CCOC3)C1